COC(=O)C1=C(C(=NN1C=1SC(=C(N1)N1CCN(CC1)C1CC1)SC(C)C)C)Br 4-Bromo-1-(4-(4-cyclopropylpiperazin-1-yl)-5-(isopropylsulfanyl)thiazol-2-yl)-3-methyl-1H-pyrazole-5-carboxylic acid methyl ester